(4-(trifluoromethoxy)phenyl)carbamimidate FC(OC1=CC=C(C=C1)NC([O-])=N)(F)F